[Br-].C[NH+](CCCCCCCCCCCC)C N,N-dimethyl-N-dodecyl-ammonium bromide